(3-(2-(2-(4-(2-((3S,5S)-5-((S)-2-cyano-4,4-difluoropyrrolidine-1-carbonyl)-2-oxopyrrolidin-3-yl)acetyl)piperazine-1-carboxamido)ethoxy)ethoxy)propanoyl)-L-tyrosine C(#N)[C@H]1N(CC(C1)(F)F)C(=O)[C@@H]1C[C@H](C(N1)=O)CC(=O)N1CCN(CC1)C(=O)NCCOCCOCCC(=O)N[C@@H](CC1=CC=C(C=C1)O)C(=O)O